(5-(((2-(2,6-dioxopiperidin-3-yl)-1-oxoisoindolin-4-yl)thio)methyl)furan-2-yl)methyl 4-(adamantan-1-yl)-2-methylbutanoate C12(CC3CC(CC(C1)C3)C2)CCC(C(=O)OCC=2OC(=CC2)CSC2=C3CN(C(C3=CC=C2)=O)C2C(NC(CC2)=O)=O)C